COC1=C2C(CCOC2=CC=C1)O 5-Methoxychroman-4-ol